N1-(3-azidopropyl)-N5-(2-(2,6-dioxopiperidin-3-yl)-1-oxoisoindolin-4-yl)glutaramide N(=[N+]=[N-])CCCNC(CCCC(=O)NC1=C2CN(C(C2=CC=C1)=O)C1C(NC(CC1)=O)=O)=O